CN(CCCNC(=O)NCCCN(C)C)C N,N'-bis(3-dimethylaminopropyl)urea